C1(CCCCC1)N1CCC(CC1)(O)CON1C(CCC2=CC=CC(=C12)F)=O ((1-cyclohexyl-4-hydroxypiperidin-4-yl)methoxy)-8-fluoro-3,4-dihydroquinolin-2(1H)-one